ruthenium formylaniline C(=O)NC1=CC=CC=C1.[Ru]